P(O)(O)O.P(O)(O)O.P(O)(O)O.C(C)(C)(C)C1=C(C=CC(=C1)C(C)(C)C)[C@@](C(O)(C1=C(C=C(C=C1)C(C)(C)C)C(C)(C)C)C1=C(C=C(C=C1)C(C)(C)C)C(C)(C)C)(O)[C@@H](O)[C@H](O)[C@H](O)CO tris(2,4-di-tert-butylphenyl)sorbitol triphosphite